S(=O)(=O)(O)CS(=O)(=O)O.S(=O)(=O)(O)CS(=O)(=O)O.N(C)C[C@H](O)[C@@H](O)[C@H](O)[C@H](O)CO.N(C)C[C@H](O)[C@@H](O)[C@H](O)[C@H](O)CO dimeglumine (dimethionate)